O=CC1N(CCC(N1)C=O)C1=CC=C(C(=O)O)C=C1 4-(2,4-dioxomethyltetrahydropyrimidin-1(2H)-yl)benzoic acid